N,N'-dicyclohexylcarbodiimide, benzotriazol-1-yloxy-tris(dimethylamino)phosphonium salt N1(N=NC2=C1C=CC=C2)O[P+](N(C)C)(N(C)C)N(C)C.C2(CCCCC2)N=C=NC2CCCCC2